(2S,4R)-4-hydroxy-pyrrolidine-2-carboxylic acid O[C@@H]1C[C@H](NC1)C(=O)O